N1(CCC1)CC=1C=C(C=C(C1)F)C=1N=NNC1 4-(3-(azetidin-1-ylmethyl)-5-fluorophenyl)-1H-1,2,3-triazol